(E)-3-{2,2-dimethyl-8-[4-(trifluoromethyl)phenyl]-2H-chromen-6-yl}-N-(4-methoxyphenyl)acrylamide CC1(OC2=C(C=C(C=C2C=C1)/C=C/C(=O)NC1=CC=C(C=C1)OC)C1=CC=C(C=C1)C(F)(F)F)C